3-(amino)propyl-triethoxysilane NCCC[Si](OCC)(OCC)OCC